C1(CC1)/C=C/CN(CC(=O)O)C(=O)OC(C)(C)C (E)-3-cyclopropylallyl-(tert-butoxycarbonyl)glycine